N-hydroxy-1-methyl-4-[4-(trifluoromethyl)phenyl]-1H,4H-imidazo[4,5-b]indole-7-carboximidamide ONC(=N)C1=CC=2C3=C(N(C2C=C1)C1=CC=C(C=C1)C(F)(F)F)N=CN3C